2-chloropropyl acrylate C(C=C)(=O)OCC(C)Cl